4-(t-butoxycarbonyloxy)phenylboronic acid pinacol ester C(C)(C)(C)OC(=O)OC1=CC=C(C=C1)B1OC(C)(C)C(C)(C)O1